2-(benzyloxy)ethanesulfonyl chloride C(C1=CC=CC=C1)OCCS(=O)(=O)Cl